ClC1=NN2C(C(=N1)N1CCCC1)=CC=C2 2-chloro-4-(pyrrolidin-1-yl)pyrrolo[2,1-f][1,2,4]triazine